BrC1=C2OCCCC3=C(NC(C(S1)=C23)=O)C2(CCCC2)O 2-bromo-7-(1-hydroxycyclopentyl)-12-oxa-3-thia-6-azatricyclo[6.4.1.04,13]trideca-1,4(13),7-trien-5-one